(1S)-1-imidazo[1,2-a]pyridin-6-ylethylamine N=1C=CN2C1C=CC(=C2)[C@H](C)N